3-(fluoromethyl)oxetan-3-amine FCC1(COC1)N